CN(C(C(=O)O)C1=CC=CC=C1)C1[C@@H]2CN(C[C@H]12)CCCC1=NC=2NCCCC2C=C1 2-(methyl((1R,5S,6s)-3-(3-(5,6,7,8-tetrahydro-1,8-naphthyridin-2-yl)propyl)-3-azabicyclo[3.1.0]hex-6-yl)amino)-2-phenylacetic acid